2,4,6,8-tetranitro-5-hydroxy-1-naphthol [N+](=O)([O-])C1=C(C2=C(C=C(C(=C2C(=C1)[N+](=O)[O-])O)[N+](=O)[O-])[N+](=O)[O-])O